3-(4-chloro-3,5-dimethyl-pyrazol-1-yl)-N-(3,4-dimethoxyphenyl)-N-methyl-benzamide ClC=1C(=NN(C1C)C=1C=C(C(=O)N(C)C2=CC(=C(C=C2)OC)OC)C=CC1)C